2-[(1-methyl-1H-pyrazol-4-yl)amino]-4-[[2-(6-methyl-pyridin-2-yl)ethyl]amino]pyrimidin-5-carboxamide CN1N=CC(=C1)NC1=NC=C(C(=N1)NCCC1=NC(=CC=C1)C)C(=O)N